4-(4,6-Dimethoxytriazin-2-yl)-4-methylmorpholinium chloride monohydrate O.[Cl-].COC1=NN(NC(=C1)OC)[N+]1(CCOCC1)C